C(C[NH3+])[NH3+] ethylenediaminium